rac-4-Amino-3-((((7S,8R)-8-((tert-butyldiphenylsilyl)oxy)-7-methyl-1,4-dioxaspiro[4.5]decan-7-yl)methyl)amino)benzonitrile Iron [Fe].NC1=C(C=C(C#N)C=C1)NC[C@@]1(CC2(OCCO2)CC[C@H]1O[Si](C1=CC=CC=C1)(C1=CC=CC=C1)C(C)(C)C)C |r|